[Na].FC1=CC(=C(C(=C1)C(C)C)CC(=O)NS(N(C1CN(CCC1)C)C=1C=NN(C1)C)(=O)=O)C(C)C 2-[4-Fluoro-2,6-bis(propan-2-yl)phenyl]-N-[(1-methyl-1H-pyrazol-4-yl)(1-methylpiperidin-3-yl)sulfamoyl]acetamide sodium salt